COC1=C(C=CC=C1)C=CC=1N(NN=CC1C(Cl)(Cl)Cl)C(Cl)(Cl)Cl 1-methoxy-2-[2-(3,5-bis(trichloromethyl)triazinyl)vinyl]benzene